2-Propanyl 4-{(3S,5aR,6R,7R,8aS)-6-[(1E,3R)-4-(3,5-dichlorophenoxy)-3-hydroxy-1-buten-1-yl]-7-hydroxyoctahydro-2H-cyclopenta[b]oxepin-3-yl}butanoate ClC=1C=C(OC[C@@H](/C=C/[C@H]2[C@@H](C[C@@H]3OC[C@H](CC[C@@H]32)CCCC(=O)OC(C)C)O)O)C=C(C1)Cl